C12(CC(C1)C2)NC2=NC(=NC=C2C(=O)N)NC2CCC(CC2)O 4-(bicyclo[1.1.1]pentan-1-ylamino)-2-((1R,4R)-4-hydroxycyclohexylamino)pyrimidine-5-carboxamide